N-(pyrrolidin-3-yl)-6-(6-(1-(tetrahydro-2H-pyran-4-yl)-1H-pyrazol-4-yl)imidazo[1,2-b]pyridazin-3-yl)pyridin-2-amine N1CC(CC1)NC1=NC(=CC=C1)C1=CN=C2N1N=C(C=C2)C=2C=NN(C2)C2CCOCC2